N[C@H]1C2(CN3N=CC=C31)CCN(CC2)C=2N=CC(=NC2)SC2=C(C(=NC=C2)N2N=CC(=C2)C(=O)N(C)C)Cl (S)-1-(4-((5-(4'-amino-4'H,6'H-spiro[piperidine-4,5'-pyrrolo[1,2-b]pyrazol]-1-yl)pyrazin-2-yl)thio)-3-chloropyridin-2-yl)-N,N-dimethyl-1H-pyrazole-4-carboxamide